1-(1-(2-Amino-6-methylpyrimidin-4-yl)piperidin-4-yl)-3-propyl-1-(3-(pyrrolidin-1-yl)benzyl)urea NC1=NC(=CC(=N1)N1CCC(CC1)N(C(=O)NCCC)CC1=CC(=CC=C1)N1CCCC1)C